9,9-difluoro-1,5-dioxaspiro[5.5]undecan FC1(CCC2(OCCCO2)CC1)F